pyridinimine vanadium [V].N1C(C=CC=C1)=N